ClC=1C=C(C=C(C1OC=1C=C2C(=CC(=NC2=CC1)C)N1CCCC1)Cl)N1N=C(C(NC1=O)=O)C#N 2-(3,5-Dichloro-4-((2-methyl-4-(pyrrolidin-1-yl)quinolin-6-yl)oxy)phenyl)-3,5-dioxo-2,3,4,5-tetrahydro-1,2,4-triazine-6-carbonitrile